[Br-].[NH4+].FC1=CC(=C(C(=C1F)F)F)F 2,3,4,5,6-pentafluorobenzene ammonium bromide